C[C@@H]1CN(CC[C@@H]1NC1=NN2C(C=CC(=C2OCC(C(F)F)(F)F)C=2C=NNC2)=N1)S(=O)(=O)C N-((3R,4S)-3-Methyl-1-(methylsulfonyl)piperidin-4-yl)-6-(1H-pyrazol-4-yl)-5-(2,2,3,3-tetrafluoropropoxy)-[1,2,4]triazolo[1,5-a]pyridin-2-amine